((1R,3S)-3-((4-(7-cyano-2,2-dimethyl-2,3-dihydro-1H-pyrrolizin-5-yl)-5-fluoropyridin-2-yl)carbamoyl)cyclohexyl)carbamic acid tert-butyl ester C(C)(C)(C)OC(N[C@H]1C[C@H](CCC1)C(NC1=NC=C(C(=C1)C=1N2CC(CC2=C(C1)C#N)(C)C)F)=O)=O